C(C)OCCNC(=O)C1CN(C1)C1=CC(=C2C(C(=CN(C2=N1)C1=NC(=NS1)C1=CC=NC=C1)C(=O)O)=O)C 7-{3-[(2-ethoxyethyl)carbamoyl]azetidin-1-yl}-5-methyl-4-oxo-1-[3-(pyridin-4-yl)-1,2,4-thiadiazol-5-yl]-1,4-dihydro-1,8-naphthyridine-3-carboxylic acid